(3-(hydroxyamino)-3-oxopropyl)phosphonic acid di-n-hexyl ester C(CCCCC)OP(OCCCCCC)(=O)CCC(=O)NO